CC1CCN(CC1)COC1=CC=C(C=C1)NC1CCN(CC1)C(=O)OC(C)(C)C tert-butyl 4-((4-((4-methylpiperidin-1-yl)methoxy)phenyl)amino)piperidine-1-carboxylate